[GeH]1=[GeH][GeH]=[GeH]C=C1 tetragermain